methyl (2S)-2-[[(2S)-2-(tert-butoxycarbonylamino)-3-cyclopropyl-propanoyl]amino]-3-(5-oxo-4-azaspiro[2.4]heptan-6-yl)propanoate C(C)(C)(C)OC(=O)N[C@H](C(=O)N[C@H](C(=O)OC)CC1C(NC2(CC2)C1)=O)CC1CC1